C(C1=CC=CC=C1)OC=1C(=C(C=CC1)C1=C(C=CC=C1)OC1=NC(=NC=C1Cl)NC1=C(C=C(C=C1)N1CCC(CC1)N1CCN(CC1)C)OC)C1OCCO1 4-{[3'-(benzyloxy)-2'-(1,3-dioxolan-2-yl)-[1,1'-biphenyl]-2-yl]oxy}-5-chloro-N-{2-methoxy-4-[4-(4-methylpiperazin-1-yl)piperidin-1-yl]phenyl}pyrimidin-2-amine